Zinc-copper-aluminum [Al].[Cu].[Zn]